phenyl-2,4,6-trimethylbenzoyl phosphinate magnesium [Mg].[PH2](OC(C1=C(C(=C(C=C1C)C)C1=CC=CC=C1)C)=O)=O